2,2,4-trimethyl-pentene-1,3-diol CC(CO)(C(=C(C)C)O)C